ClC1=C(C=CC=C1)C=1N=C(SC1)NC(C1=C(C=C(C=C1)N1CCOCC1)C)=O N-(4-(2-chlorophenyl)thiazol-2-yl)-2-methyl-4-morpholinobenzamide